FC=1C=CC(=C(\C=N\[S@@](=O)C(C)(C)C)C1)O (S,E)-N-(5-fluoro-2-hydroxybenzylidene)-2-methylpropane-2-sulfinamide